montanoate C(CCCCCCCCCCCCCCCCCCCCCCCCCCC)(=O)[O-]